9,9-dibutoxynonyltriphenyl-phosphonium bromide [Br-].C(CCC)OC(CCCCCCCC[P+](C1=CC=CC=C1)(C1=CC=CC=C1)C1=CC=CC=C1)OCCCC